tert-butyl (S)-2-(7-chloro-2-(2,2,2-trifluoroethyl)-1,2,3,4-tetrahydroisoquinolin-5-yl)pyrrolidine-1-carboxylate ClC1=CC(=C2CCN(CC2=C1)CC(F)(F)F)[C@H]1N(CCC1)C(=O)OC(C)(C)C